O[C@H](CO)C1=CC(=CC=N1)C1=CC=C(C=C1)OC1=CC=C(C=C1)OC(F)(F)F 6-((S)-1,2-Dihydroxyethyl)-4-[4-(4-trifluoromethoxyphenoxy)phenyl]pyridin